N-[(2R)-1-hydroxypropan-2-yl]-4-[2-methyl-5-[(3S)-3-(2,2,2-trifluoroethyl)pyrrolidine-1-carbonylamino]phenyl]-6-(morpholin-4-yl)pyridine-2-carboxamide OC[C@@H](C)NC(=O)C1=NC(=CC(=C1)C1=C(C=CC(=C1)NC(=O)N1C[C@@H](CC1)CC(F)(F)F)C)N1CCOCC1